CN1C[C@@H](CCC1)NC=1N=NC(=C2C1OC=C2)C2=C(C=C(C=C2)C(F)(F)F)O (R)-2-(7-((1-Methylpiperidin-3-yl)amino)furo[2,3-d]pyridazin-4-yl)-5-(trifluoromethyl)phenol